CN1CCC(CC1)NC=1C=2C=C(N(C2C=CC1)CC(F)(F)F)C1=CC=C(C=C1)C(C)NC=1C=NC(=CC1)S(=O)(=O)C N-(1-methylpiperidin-4-yl)-2-(4-(1-((6-(methylsulfonyl)pyridin-3-yl)amino)ethyl)phenyl)-1-(2,2,2-trifluoroethyl)-1H-indol-4-amine